4-(bis(2-fluoroethyl)amino)phenol FCCN(C1=CC=C(C=C1)O)CCF